C(C(=C)C)(=O)OCCCC[SiH2]C(OCC)OCC methacryloxybutyl-diethoxymethylsilane